6-methoxy-3-(methylthio)pyridin-2-amine COC1=CC=C(C(=N1)N)SC